4-(dodecylthio)-4-methyl-pentan-2-one C(CCCCCCCCCCC)SC(CC(C)=O)(C)C